ClC1=NC(=CC(=C1)/C=C/C(=O)N1C(OC[C@H]1C1=CC=CC=C1)=O)Cl (4R)-3-[(2E)-3-(2,6-Dichloropyridin-4-yl)prop-2-enoyl]-4-phenyl-1,3-oxazolidin-2-one